FC1=CC=C(C=C1)[C@H](C1CN(C1)C(=O)N1C[C@@H]2[C@@H](OCC(N2)=O)CC1)OCC(F)(F)F |o1:7| (4aR,8aS)-6-[3-(S or R)-[(4-Fluorophenyl)-(2,2,2-trifluoroethoxy)methyl]azetidine-1-carbonyl]-4,4a,5,7,8,8a-hexahydropyrido[4,3-b][1,4]oxazin-3-one